FC=1C=C2CC[C@@H](OC2=CC1OC1=NC2=CN=CC=C2C=C1)C(=O)N(C[C@@H](C1=CC=CC=C1)C1CCC1)CC(N1CCCC1)=O |&1:6| (2RS)-6-Fluoro-7-(1,7-naphthyridin-2-yloxy)-N-(2-oxo-2-pyrrolidin-1-yl-ethyl)-N-[(2R)-2-cyclobutyl-2-phenyl-ethyl]chromane-2-carboxamide